C1(=C(C=CC=C1)NC(=N)NNC(=N)N)C o-tolyl-biguanidine